BrC=1C=C(C=C2C(\C(\COC12)=C\C1CCC(CC1)NC(OC(C)(C)C)=O)=O)C tert-butyl 4-((E)-(8-bromo-6-methyl-4-oxo-2H-chromen-3(4H)-ylidene)methyl)cyclohexylcarbamate